3-[ethoxybis(3,6,9,12,15-pentoxaoctacosan-1-yloxy)silyl]-1-Propanethiol C(C)O[Si](CCCS)(OCCOCCOCCOCCOCCOCCCCCCCCCCCCC)OCCOCCOCCOCCOCCOCCCCCCCCCCCCC